C(C)(C)(C)N(C(O)=O)CC1=C(C(=C(C=C1)C1=NC=NN2C1=CC(=C2)N2CCOCC2)F)C.NC=2C=C(OC1=CC=C(C=C1)C(C)(C)C1=CC=C(C=C1)OC1=CC(=CC=C1)N)C=CC2 bis[4-(3-aminophenoxy)phenyl]propane tert-butyl-(3-fluoro-2-methyl-4-(6-morpholinopyrrolo[2,1-f][1,2,4]triazin-4-yl)benzyl)carbamate